6-{5-chloro-2-[(oxacyclohex-4-yl)amino]pyrimidin-4-yl}-2-{2-oxo-2-[(3R)-3-phenylpiperidin-1-yl]ethyl}-2,3-dihydro-1H-isoindol-1-one ClC=1C(=NC(=NC1)NC1CCOCC1)C1=CC=C2CN(C(C2=C1)=O)CC(N1C[C@H](CCC1)C1=CC=CC=C1)=O